N1CCC(CC1)C1=NC=2C(=NC=CN2)N(C1=O)CC1=C(C=CC=C1)C(F)(F)F 3-(piperidin-4-yl)-1-(2-(trifluoromethyl)benzyl)pyrazino[2,3-b]pyrazin-2(1H)-one